FC=1C2=C(C=NC1C1COCCC1)N=C(N2)C2=CC(=CN2)C(=O)C2=C(C=CC=C2)C(F)(F)F (5-(7-fluoro-6-(tetrahydro-2H-pyran-3-yl)-1H-imidazo[4,5-c]pyridin-2-yl)-1H-pyrrol-3-yl)(2-(trifluoromethyl)phenyl)methanone